N,O-bis(trimethylsilyl)carbamate C[Si](C)(C)NC(=O)O[Si](C)(C)C